O=C1NN=C(C=C1C(=O)OCC)C=1C=NC(=CC1)C(F)(F)F Ethyl 3-oxo-6-[6-(trifluoromethyl) pyridin-3-yl]-2,3-dihydropyridazine-4-carboxylate